ClC1=C(C(=O)NC2=CN=NC=C2)C=C(C(=C1)Cl)C#N 2,4-Dichloro-5-cyano-N-(pyridazin-4-yl)benzamide